COCCN1N=CC(=C1)NC1=CC2=C(C=N1)C=C(N2)C2=CC=NC=C2 N-(1-(2-methoxyethyl)-1H-pyrazol-4-yl)-2-(pyridin-4-yl)-1H-pyrrolo[3,2-c]pyridin-6-amine